1-(1-azidovinyl)-3-chlorobenzene N(=[N+]=[N-])C(=C)C1=CC(=CC=C1)Cl